tin niobium [Nb].[Sn]